2-Amino-5-bromo-6-fluoronicotinonitrile NC1=C(C#N)C=C(C(=N1)F)Br